C(C)(C)(C)OC(NC1=CC2=C(SC(CN2CC2=CC(=CC(=C2)F)F)C)C=C1)=O (4-(3,5-Difluorobenzyl)-2-methyl-3,4-dihydro-2H-benzo[b][1,4]thiazin-6-yl)carbamic acid tert-butyl ester